C(#N)C=1C=CC(=C(C1)C1=NN(C=C1NC(=O)C=1C=NN2C1N=CC=C2)CC2(CCOCC2)O)OC N-(3-(5-cyano-2-methoxyphenyl)-1-((4-hydroxytetrahydro-2H-pyran-4-yl)methyl)-1H-pyrazol-4-yl)pyrazolo[1,5-a]pyrimidine-3-carboxamide